(3R)-4-(2-hydroxyethyl)-3-methylpiperazin OCCN1[C@@H](CNCC1)C